dimethylcyclopentane-1,3-dicarboxylate COC(=O)C1CC(CC1)C(=O)OC